C1(=CC=CC=C1)[C@@H](C)N1[C@@H]2C=C[C@H]([C@H]1C(=O)OCC)CC2 Ethyl (1S,3S,4R)-2-((R)-1-phenylethyl)-2-azabicyclo[2.2.2]oct-5-ene-3-carboxylate